(((((S)-5-carbonylpyrrolidin-2-yl)methyl)amino)methyl)benzene C(=O)=C1CC[C@H](N1)CNCC1=CC=CC=C1